FC=1C(=NC(=NC1C1=CN(C=C1)C)C1=CNC2=NC=C(C=C21)F)NC2C(C1CCC2CC1)C(=O)O (+/-)-trans-3-((5-fluoro-2-(5-fluoro-1H-pyrrolo[2,3-b]pyridin-3-yl)-6-(1-methyl-1H-pyrrol-3-yl)pyrimidin-4-yl)amino)bicyclo[2.2.2]octane-2-carboxylic acid